N(=[N+]=[N-])C=1N=C(C=2C(N1)=CN(N2)CC2=C(C=C(C=C2OC)N2CCN(CC2)C(CCCCNC(CCCCCCCCCCCCCCCCC)=O)=O)OC)N[C@H](CO)CCC (S)-N-(5-(4-(4-((5-azido-7-((1-hydroxypentan-2-yl)amino)-2H-pyrazolo[4,3-d]pyrimidin-2-yl)methyl)-3,5-dimethoxyphenyl)piperazin-1-yl)-5-oxopentyl)stearamide